C1(C=CC=CC1)=S cyclohexadienethione